tert-Butyl N-[(1S,2R)-2-{[4'-({[(1S,2R)-1-{[(tert-butoxy)carbonyl]amino}-2,3-dihydro-1H-inden-2-yl]oxy}methyl)-[1,1'-biphenyl]-4-yl]methoxy}-2,3-dihydro-1H-inden-1-yl]carbamate C(C)(C)(C)OC(=O)N[C@@H]1[C@@H](CC2=CC=CC=C12)OCC1=CC=C(C=C1)C1=CC=C(C=C1)CO[C@H]1[C@H](C2=CC=CC=C2C1)NC(OC(C)(C)C)=O